1,6-diaminohexane tetraacetate C(C)(=O)O.C(C)(=O)O.C(C)(=O)O.C(C)(=O)O.NCCCCCCN